FC1=C(NC2=CC=CC=C2)C(=CC=C1)F 2,6-difluoro-N-phenylaniline